3-(5-(7H-pyrrolo[2,3-d]pyrimidin-4-yl)pyridin-2-yl)-6-((2-methoxypyridin-3-yl)methyl)-3,6-diazabicyclo[3.1.1]heptane N1=CN=C(C2=C1NC=C2)C=2C=CC(=NC2)N2CC1N(C(C2)C1)CC=1C(=NC=CC1)OC